BrC=1C=C(C(=NC1)N)O[C@H](C)C1=NC=CC=C1F 5-bromo-3-[(1R)-1-(3-fluoropyridin-2-yl)ethoxy]pyridin-2-amine